(R)-methyl 6-(2-(3-(tert-butoxycarbonylamino)-4-(naphthalen-2-yl)butoxy)-4-methoxyphenyl)quinoline-4-carboxylate C(C)(C)(C)OC(=O)N[C@@H](CCOC1=C(C=CC(=C1)OC)C=1C=C2C(=CC=NC2=CC1)C(=O)OC)CC1=CC2=CC=CC=C2C=C1